[Na+].[Na+].O[B-]1([C@H]2C[C@H]2C2=CC=C(C(=C2C1)C(=O)O)OC1CN(C1)C(C[C@@H]1CN(CCO1)C)=O)O.O[B-]1([C@H]2C[C@H]2C2=CC=C(C(=C2C1)C(=O)O)OC1CN(C1)C(C[C@@H]1CN(CCO1)C)=O)O (2R,4S)-5,5-dihydroxy-9-[(1-{[(2R)-4-methylmorpholin-2-yl]acetyl}azetidin-3-yl)oxy]-5-boranuidatricyclo[5.4.0.02,4]undeca-1(11),7,9-triene-8-carboxylic acid disodium salt